1-(4-aminobutyl)-3-(2-(4-ethylpiperazin-1-yl)-4-methylquinolin-6-yl)thiourea NCCCCNC(=S)NC=1C=C2C(=CC(=NC2=CC1)N1CCN(CC1)CC)C